BrC(C(=O)OC(C)(C)C)C1=C(C(=CC=C1)C)C1CCC(CC1)OC(F)(F)F tert-butyl 2-bromo-2-(3-methyl-2-((1r,4r)-4-(trifluoromethoxy)cyclohexyl)phenyl)acetate